7-(Bromomethyl)-5-(difluoromethoxy)-3-methylquinoxalin-2(1H)-one BrCC1=CC(=C2N=C(C(NC2=C1)=O)C)OC(F)F